NC1=NC=C(C=C1O[C@H](C)C=1C=C(C=CC1)NC(C1=CC(=C(C=C1)SC)C#N)=O)C=1C=NN(C1)C (R)-N-(3-(1-((2-Amino-5-(1-methyl-1H-pyrazol-4-yl)pyridin-3-yl)oxy)ethyl)phenyl)-3-cyano-4-(methylthio)benzamid